6-(4-((R)-3-((S)-3-methoxy-2-((6-oxo-5-(trifluoromethyl)-1,6-dihydropyridazin-4-yl)oxy)propoxy)-2-oxopyrrolidin-1-yl)piperidin-1-yl)nicotinonitrile COC[C@@H](CO[C@H]1C(N(CC1)C1CCN(CC1)C1=NC=C(C#N)C=C1)=O)OC=1C=NNC(C1C(F)(F)F)=O